(S)-2-((((9H-fluoren-9-yl)methoxy)carbonyl)(methyl)amino)-4-(2-fluorophenyl)butanoic acid C1=CC=CC=2C3=CC=CC=C3C(C12)COC(=O)N([C@H](C(=O)O)CCC1=C(C=CC=C1)F)C